C(C)OC(C)C1=CC=CC=2NC(=NC21)COC=2C=C(C=CC2)C=CC(=O)C2=C(C=C(C(=O)O)C=C2)O 4-[3-[3-[[4-(1-Ethoxyethyl)-1H-benzimidazol-2-yl]methoxy]phenyl]prop-2-enoyl]-3-hydroxybenzoic acid